C1(CC1)S(=O)(=O)/C=C/[C@@H](C)NC(=O)C1=NC=CN=C1 N-((R,E)-4-(cyclopropylsulfonyl)but-3-en-2-yl)pyrazine-2-carboxamide